ethylcitraconic Acid C(C)C/C(/C(=O)O)=C/C(=O)O